1-[[5-[5-(Difluoromethyl)-1,3,4-oxadiazol-2-yl]pyridin-2-yl]methyl]-3,4-dihydro-1H-benzo[c][1,2]thiazine-2,2-dioxide FC(C1=NN=C(O1)C=1C=CC(=NC1)CN1S(CCC2=C1C=CC=C2)(=O)=O)F